COC(\C(=C/C(=O)OC)\OC1=C(C(=CC=C1)F)OC)=O 2-(3-fluoro-2-methoxybenzeneOxy)maleic acid dimethyl ester